NC1(C(=O)N)CC=CC=C1C1=NC=CC=C1 α-AminopyridineBenzamide